2,3-diaminosuccinonitrile NC(C#N)C(C#N)N